C(C)(=O)O.C(C)(C)OC(N)=N O-isopropylisourea acetate